N12CCCN=C2CCC1 1,5-Diazabicyclo(4.3.0)Non-5-Ene